(R)-5-((((3'-chloro-2'-(2-chloro-3-((2-fluoro-3-(((((R)-oxetan-2-yl)methyl)amino)methyl)phenyl)amino)phenyl)-6-methoxy-[2,4'-bipyridin]-5-yl)methyl)amino)methyl)pyrrolidin-2-one ClC=1C(=NC=CC1C1=NC(=C(C=C1)CNC[C@H]1CCC(N1)=O)OC)C1=C(C(=CC=C1)NC1=C(C(=CC=C1)CNC[C@@H]1OCC1)F)Cl